Cl.NCC(C#N)(C)C 3-Amino-2,2-dimethylpropane-nitrile hydrochloride salt